(2R,4R)-N-((S)-1-((imidazo[1,2-a]pyridin-6-ylmethyl)amino)-1-oxopropan-2-yl)-4-phenylpyrrolidine-2-carboxamide dihydrochloride Cl.Cl.N=1C=CN2C1C=CC(=C2)CNC([C@H](C)NC(=O)[C@@H]2NC[C@H](C2)C2=CC=CC=C2)=O